CC1CCCCN1 6-methylpiperidin